ClC=1C=C2C=NC(=NC2=CC1C1CCN(CC1)[C@@]1([C@@H](COC1)O)C)NC1=CC(=NN1C1CC1)C |o1:17,18| (3S,4S) or (3R,4R)-4-(4-{6-chloro-2-[(1-cyclopropyl-3-methyl-1H-pyrazol-5-yl)amino]quinazolin-7-yl}piperidin-1-yl)-4-methyloxolan-3-ol